monosodium N-myristoyl-L-glutamate C(CCCCCCCCCCCCC)(=O)N[C@@H](CCC(=O)O)C(=O)[O-].[Na+]